O1NC(=CC=C1)OC=1C=C(C=CC1OC1=CC=CC=C1)N1C(N(C(NC1=O)=O)C1=CC=CC=C1)=O 1-[3-(oxazin-3-yloxy)-4-phenoxyphenyl]-3-phenyl-1,3,5-triazine-2,4,6-trione